8'-Bromo-2-methyl-4'H-spiro[cyclopropane-1,5'-naphtho[2,1-d]isoxazole]-3'-carboxamide BrC1=CC=C2C3(CC=4C(=NOC4C2=C1)C(=O)N)C(C3)C